NC1=C(NCC(C)C=2C=C(C=CC2)C2=C(C=NN2C)C2=NC(=CC(=C2)C(=O)OC)C)C=C(C=C1)Br methyl 2-[5-[3-[2-(2-amino-5-bromo-anilino)-1-methyl-ethyl]phenyl]-1-methyl-pyrazol-4-yl]-6-methyl-pyridine-4-carboxylate